2,3-dibromo-5-(3,5-difluorophenyl)-5,6,7,8-tetrahydroimidazo[1,2-a]pyridine BrC=1N=C2N(C(CCC2)C2=CC(=CC(=C2)F)F)C1Br